BrC[C@@H](C(=O)OC)C methyl (R)-3-bromo-2-methylpropanoate